(+/-)-4-(2-cyclopentylazepan-1-yl)-6-methylpyrimidin-2-amine C1(CCCC1)[C@@H]1N(CCCCC1)C1=NC(=NC(=C1)C)N |r|